F[C@@H]1C[C@@]2(CCCN2C1)COC=1N=CC2=C(N1)C=CN=C2C(=O)O 2-(((2R,7aS)-2-fluorotetrahydro-1H-pyrrolizin-7a(5H)-yl)methoxy)pyrido[4,3-d]pyrimidine-5-carboxylic acid